N1N=CC2=CC(=CC=C12)C=1C(=NC(=NC1)NC=1C=NN(C1)C)NC=1C=C(C=CC1F)NC(C=C)=O N-(3-((5-(1H-indazol-5-yl)-2-((1-methyl-1H-pyrazol-4-yl)amino)pyrimidin-4-yl)amino)-4-fluorophenyl)acrylamide